trans-((4-(2-Cyclopropyloxazol-4-yl)pyridine-2-yl)((trans-4-(5-methoxy-6-methylpyridin-2-yl)cyclohexyl)methyl)carbamoyl)cyclohexyl methylcarbamate CNC(OC1(CCCCC1)C(N(C[C@@H]1CC[C@H](CC1)C1=NC(=C(C=C1)OC)C)C1=NC=CC(=C1)C=1N=C(OC1)C1CC1)=O)=O